(S)-N-((S)-1-(2-((R)-2-chloro-2-fluoroacetyl)-2-(((R)-2-oxopyrrolidin-3-yl)methyl)hydrazinyl)-1-oxo-3-phenylpropan-2-yl)-3,3-dimethyl-2-(2,2,2-trifluoroacetamido)butanamide Cl[C@H](C(=O)N(NC([C@H](CC1=CC=CC=C1)NC([C@H](C(C)(C)C)NC(C(F)(F)F)=O)=O)=O)C[C@@H]1C(NCC1)=O)F